calcium magnesium copper oxide cobalt [Co].[Cu]=O.[Mg].[Ca]